O=C1NC(CCC1N1C(C2=CC=C(C(=C2C1=O)SCCCCCCC(=O)N(C(C)C)C(C)C)F)=O)=O 7-((2-(2,6-dioxopiperidin-3-yl)-5-fluoro-1,3-dioxoisoindolin-4-yl)thio)-N,N-diisopropylheptanamide